S1C=NC2=C1C=CC(=C2)NC2=CC=NC1=CC=C(C=C21)C=2C=CC(=NC2)C(=O)N2CCNCC2 (5-(4-(benzo[d]thiazol-5-ylamino)quinolin-6-yl)pyridin-2-yl)(piperazin-1-yl)methanone